C1(CC1)C=1C=NC=CC1C1=NN2C(C(NCC2)=O)=C1 2-(3-cyclopropylpyridin-4-yl)-5H,6H,7H-pyrazolo[1,5-a]pyrazin-4-one